FC1=NC2=CC(=CC=C2C=C1)O fluoro-7-hydroxyquinoline